BrC=1C=C(CCN(S(=O)(=O)C2=CC=C(C=C2)[N+](=O)[O-])CC(OC)OC)C=C(C1)Br N-(3,5-Dibromophenethyl)-N-(2,2-dimethoxyethyl)-4-nitrobenzenesulfonamide